O1CSC=C1 1,3-oxathiol